ethyl 5-((2-(2-((tert-butoxycarbonyl)amino)ethoxy)-5-fluorobenzyl)(methyl)amino)pyrazolo[1,5-a]pyrimidine-3-carboxylate C(C)(C)(C)OC(=O)NCCOC1=C(CN(C2=NC=3N(C=C2)N=CC3C(=O)OCC)C)C=C(C=C1)F